(benzylthio)-2-isopropyl-2H-1,2,3-triazole C(C1=CC=CC=C1)SC1=NN(N=C1)C(C)C